1-(1-hydroxyethylamino)ethanol OC(C)NC(C)O